ClCC1OCCCC1 2-(chloromethyl)tetrahydropyran